ClC1=NC(=CC(=C1)N1CCOCC1)OCC1=CC=C(C=C1)OC 4-(2-chloro-6-((4-methoxybenzyl)oxy)pyridin-4-yl)morpholine